C(=O)C=1C=NN(C1)C1=NC=CC(=C1C)C#N 2-(4-formyl-1H-pyrazol-1-yl)-3-methylpyridine-4-carbonitrile